tert-Butyl 3-(cyanomethyl)-3-(3',5'-dimethyl-1H,1'H-[4,4'-bipyrazol]-1-yl)azetidine-1-carboxylate C(#N)CC1(CN(C1)C(=O)OC(C)(C)C)N1N=CC(=C1)C=1C(=NNC1C)C